BrC1(C(CCCC1Br)C(=O)O)C 2,3-dibromo-2-methylcyclohexanecarboxylic acid